FC=1C=C2C(NC(=NC2=C(C1)[C@@H](C)N[S@](=O)C(C)(C)C)N1CCOCC1)=O (R)-N-((R)-1-(6-Fluoro-2-morpholino-4-oxo-3,4-dihydroquinazolin-8-yl)ethyl)-2-methylpropane-2-sulfinamide